ethyl cis-3-[6-[(6-methoxy-2-methyl-3,4-dihydro-1H-isoquinolin-7-yl)amino]pyrazolo[3,4-d]pyrimidin-1-yl]cyclohexanecarboxylate trifluoroacetate FC(C(=O)O)(F)F.COC=1C=C2CCN(CC2=CC1NC1=NC=C2C(=N1)N(N=C2)[C@H]2C[C@H](CCC2)C(=O)OCC)C